(tetrahydrofuran-3-yl)methanamine O1CC(CC1)CN